n-butyl-aluminium dichloride C(CCC)[Al](Cl)Cl